4-methoxycarbonyloxybenzoic acid COC(=O)OC1=CC=C(C(=O)O)C=C1